C1(=CC=CC=C1)C1=C2C(=CC(=C1)O2)C2=CC=CC=C2 2,6-diphenyl-p-phenylene Oxide